C1N(CC=2C(=CC=CC12)C(=O)OC)C(=O)OC(C)(C)C 2-(tert-butyl) 4-methyl isoindoline-2,4-dicarboxylate